C1(=CC=CC=C1)COC=1C(=C(C=NC1)C=1C=NC=CC1)C 5-(Phenylmethoxy)-4-methyl-[3,3'-bipyridine]